[2-bromo-4-fluoro-6-(hydroxymethyl)phenyl]methanol BrC1=C(C(=CC(=C1)F)CO)CO